ClC=1C(=NC(=NC1)N1C[C@@H](C[C@@H](C1)C)OC)NC1=CC=2C3=C(C(N(C2C=C1)C)=O)OCC([C@@H](N3)C3CC3)(F)F (S)-10-((5-Chloro-2-((3R,5S)-3-methoxy-5-methylpiperidin-1-yl)pyrimidin-4-yl)amino)-2-cyclopropyl-3,3-difluoro-7-methyl-1,2,3,4-tetrahydro-[1,4]oxazepino[2,3-c]chinolin-6(7H)-on